Methyl 7-bromo-1,5-naphthyridine-2-carboxylate BrC1=CN=C2C=CC(=NC2=C1)C(=O)OC